N-(5-((6-((R)-3-(3,5-difluorophenyl)-isoxazolidine-2-yl)pyrimidine-4-yl)amino)-2-(4-(4-ethylpiperazine-1-yl)piperidine-1-yl)-4-methoxyphenyl)acrylamide FC=1C=C(C=C(C1)F)[C@@H]1N(OCC1)C1=CC(=NC=N1)NC=1C(=CC(=C(C1)NC(C=C)=O)N1CCC(CC1)N1CCN(CC1)CC)OC